5-bromo-3,4-dimethylpyridin-2(1H)-one BrC=1C(=C(C(NC1)=O)C)C